N-(3-Chloro-5-fluoro-2-(hydroxymethyl)benzyl)-1-(5-methyl-2-((tetrahydro-2H-pyran-4-yl)amino)pyrimidin-4-yl)-1H-imidazole-4-carboxamide ClC=1C(=C(CNC(=O)C=2N=CN(C2)C2=NC(=NC=C2C)NC2CCOCC2)C=C(C1)F)CO